3-(1-(4-fluorophenyl)vinyl)-N-(2-(pyrrolidin-1-yl)ethyl)pyridin-2-amine FC1=CC=C(C=C1)C(=C)C=1C(=NC=CC1)NCCN1CCCC1